C1(=CC=CC=C1)S(=O)(=O)N1CCN(CC1)C=1C=CC2=C(C=C(O2)C(=O)O)C1 5-(4-benzenesulfonyl-piperazin-1-yl)-benzofuran-2-carboxylic acid